1-((5-bromo-3-fluoropyridin-2-yl)methyl)-1H-pyrrolo[2,3-b]pyridine-5-carboxylic acid BrC=1C=C(C(=NC1)CN1C=CC=2C1=NC=C(C2)C(=O)O)F